C(C1=CC=CC=C1)N1N=CC(=C1C)CCN1C(C=CC(=C1)C=C)=O 1-(2-(1-benzyl-5-methyl-1H-pyrazol-4-yl)ethyl)-5-vinylpyridin-2(1H)-one